ClC=1C(=C(C(=C(C1C=1C(=CC=CC1)O)C1=CC=CC=C1)C1=CC=CC=C1)C1=CC=CC=C1)C1=CC=CC=C1 6'-chloro-3',4',5'-triphenyl-[1,1':2',1''-terphenyl]-2-ol